6-(1-acetyl-4-piperidyl)-4-[[(1R)-1-[4-(difluoromethyl)-1-(2-trimethylsilyl-ethoxymethyl)indol-6-yl]ethyl]amino]-8-methyl-pyrido[2,3-d]pyrimidin-7-one C(C)(=O)N1CCC(CC1)C1=CC2=C(N=CN=C2N[C@H](C)C2=CC(=C3C=CN(C3=C2)COCC[Si](C)(C)C)C(F)F)N(C1=O)C